5-bromo-2-(4-bromo-phenyl)-benzotriazole BrC1=CC=2C(=NN(N2)C2=CC=C(C=C2)Br)C=C1